[OH-].[Na+].ClC1=C(C=NN(C1=O)C1CCC(CC1)C(=O)O)NCC1COCCC1 4-[5-chloro-6-oxo-4-(tetrahydropyran-3-ylmethylamino)pyridazin-1-yl]cyclohexanecarboxylic acid Sodium hydroxide